ClC1=CC=C(C=C1)NC1=NC(=NC(=N1)N1CCOCC1)[C@H](C)NC(C1=NC=C(C=C1)OC)=O (S)-N-(1-(4-((4-chlorophenyl)amino)-6-morpholino-1,3,5-triazin-2-yl)ethyl)-5-methoxypicolinamide